C(CCC)(=O)C([C@@H]([C@@H]1C(=C(C(=O)O1)O)O)O)O 6-butyryl-ascorbic acid